ClCC(=O)OC(C)(C)C tertiary butyl chloroacetate